1,3-dimethylaniline CC1(N)CC(=CC=C1)C